[OH-].OCC[N+](CCCC)(CCCC)CCCC (2-hydroxyethyl)tributyl-ammonium hydroxide